C(=O)(O)CCN1C(SC(C1=O)C)C1=CC=C(C=C1)C1SC(C(N1CCC(=O)O)=O)C 3-[2-[4-[3-(2-carboxyethyl)-5-methyl-4-oxo-thiazolidin-2-yl]phenyl]-5-methyl-4-oxo-thiazolidin-3-yl]propanoic acid